C1(CCCCC1)P(C1=C(SC=C1P(C1CCCCC1)C1CCCCC1)C(C)C)C1CCCCC1 3,4-bis(dicyclohexylphosphino)-2-isopropylthiophene